ClC1=C(C=CC=C1)C(C1=CC=CC=C1)(C1=CC=CC=C1)OC([C@H](CCCCNC([C@H](CCCCN)NC(=O)OC(C)(C)C)=O)NC(=O)OCC1=CC=CC=C1)=O [(2-chlorophenyl)diphenylmethyl]-(2S)-6-[[(2S)-6-amino-2-(tert-butoxycarbonylamino)hexanoyl]amino]-2-(benzyloxycarbonylamino)hexanoate